N-(3-fluoro-5-((2-((1-methyl-1H-pyrazol-4-yl)amino)-5-(4-(trifluoromethyl)phenyl)pyrimidin-4-yl)amino)phenyl)acrylamide FC=1C=C(C=C(C1)NC1=NC(=NC=C1C1=CC=C(C=C1)C(F)(F)F)NC=1C=NN(C1)C)NC(C=C)=O